O=C1N(CC2=CC(=CC=C12)CN1CCN(CC1)C=1N=C(C2=C(N1)CCS2)N2CCNCC2)N2C(NC(CC2)=O)=O 1-(1-oxo-5-((4-(4-(piperazin-1-yl)-6,7-dihydrothieno[3,2-d]pyrimidin-2-yl)piperazin-1-yl)methyl)isoindolin-2-yl)dihydropyrimidine-2,4(1H,3H)-dione